N[C@@H]1CN(CC[C@H]1F)C1=NC2=C(N1[C@H](C(=O)N(C)C)C)C=C(C(=C2)F)F (2S)-2-(2-((3R,4R)-3-amino-4-fluoro-1-piperidinyl)-5,6-difluoro-1H-benzimidazol-1-yl)-N,N-dimethylpropanamide